6,15-bis(Trifluoromethyl)-13,19-dioxa-3,4,18-triazatricyclo[12.3.1.12,5]nonadeca-1(17),2,4,14(18),15-pentaen-6-ol FC(C1(C2=NN=C(C3=CC=C(C(OCCCCCC1)=N3)C(F)(F)F)O2)O)(F)F